BrC1=CC(=CC(=N1)N[C@H]1C[C@H](N(C1)C(=O)OC(C)(C)C)C(=O)OC)OC1CC1 O1-tert-butyl O2-methyl (2S,4S)-4-[[6-bromo-4-(cyclopropoxy)-2-pyridyl]amino]pyrrolidine-1,2-dicarboxylate